Cl.CC1=CC=C(CC2CNCC2)C=C1 3-(4-methylbenzyl)pyrrolidine monohydrochloride